C(C)C=1C(=O)OC(CC1C)=O 2-ethyl-3-methyl-2-pentenedioic anhydride